gallol trioleate C(CCCCCCC\C=C/CCCCCCCC)(=O)O.C(CCCCCCC\C=C/CCCCCCCC)(=O)O.C(CCCCCCC\C=C/CCCCCCCC)(=O)O.[GaH]1C=CC=C1